OC1=CC=C(CN2C(C3=CC=C(C=C3C2=O)C(C)C)=O)C=C1 2-(4-hydroxybenzyl)-5-isopropylisoindoline-1,3-dione